1H-IMIDAZO[4,5-B]PYRIDINE-2(3H)-ONE N1C(NC2=NC=CC=C21)=O